C(C=C)ONC1C=C([C@@H](NC1)C(=O)N)C1CC1 (R)-5-(allyloxyamino)-3-cyclopropyl-1,2,5,6-tetrahydropyridine-2-carboxamide